ethoxytriethylene glycol methacrylate CCOCCOCCOCCOC(=O)C(=C)C